FC(C(=O)O)(C1=C(C(=CC=C1)F)OC)F 2,2-difluoro-2-(3-fluoro-2-methoxy-phenyl)acetic acid